NC1=NC(=C(C(=N1)Cl)C=O)N1CCCC1 2-AMINO-4-CHLORO-6-PYRROLIDIN-1-YLPYRIMIDINE-5-CARBALDEHYDE